1-(5-Carboxypentyl)-2,2,4,7,7-pentamethyl-9-oxo-8H-chromeno[3,2-g]quinoline-10-sulfonat C(=O)(O)CCCCCN1C(C=C(C2=CC3=C(C=C12)OC1=C(C(CC(C1=C3)(C)C)=O)S(=O)(=O)[O-])C)(C)C